FC1=C(C=CC(=C1)C(F)(F)F)C=1N=NN(C1)C 4-(2-fluoro-4-(trifluoromethyl)phenyl)-1-methyl-triazole